5-(3-(2,2-Difluoroethyl)-2-methyl-3H-imidazo[4,5-b]pyridin-5-yl)-N-(1-methylpiperidin-4-yl)pyrrolo[2,1-f][1,2,4]triazin-2-amine FC(CN1C(=NC=2C1=NC(=CC2)C=2C=CN1N=C(N=CC12)NC1CCN(CC1)C)C)F